CC=1C=C(C=O)C(=CN1)OCC=1C(=NC=CC1)C1=CC=NN1CC(F)(F)F 2-methyl-5-((2-(1-(2,2,2-trifluoroethyl)-1H-pyrazol-5-yl)pyridin-3-yl)methoxy)isonicotinaldehyde